3-(ethylcarbamoyl)acrylic acid C(C)NC(=O)C=CC(=O)O